COC=1C(=C2C=CNC2=C(C1)C)CN1[C@H](C[C@@H](CC1)CCC(F)(F)F)C1=CC=C(C(=O)O)C=C1 4-((2R,4R)-1-((5-methoxy-7-methyl-1H-indol-4-yl)methyl)-4-(3,3,3-trifluoropropyl)piperidin-2-yl)benzoic acid